C(C)(C)(C)OC(=O)N1CC2(CC(C2)OC2=COC(=CC2=O)CN2CC3=CC=CC=C3CC2)CC1.C(C)(C)C1N=C(OC1)C1=C(C=CC=C1)Br 2-(4-Isopropyl-4,5-dihydro-oxazol-2-yl)bromobenzene tert-Butyl-2-((6-((3,4-dihydroisoquinolin-2(1H)-yl)methyl)-4-oxo-4H-pyran-3-yl)oxy)-6-azaspiro[3.4]octane-6-carboxylate